[F-].[La+].[F-].[NH4+] ammonium fluoride lanthanum fluoride